C(CC)(=O)NO propionohydroxamic acid